OCC=1C=C(C=CC1C#CC1CCN(CC1)C)NC=O N-(3-(hydroxymethyl)-4-((1-methylpiperidin-4-yl)ethynyl)phenyl)carboxamide